C(C)N1C(=NC2=C1C(=CC(=C2)C(=O)O)OC)C=2N1C(CN(C3=CC=CC(C2)=C13)CCCO)C 1-ethyl-2-[9-(3-hydroxypropyl)-11-methyl-1,9-diazatricyclo[6.3.1.04,12]dodeca-2,4(12),5,7-tetraen-2-yl]-7-methoxy-benzimidazole-5-carboxylic acid